C(C)C1(CC=CC1)NC(OCC1=CC=CC=C1)=O Benzyl (1-ethylcyclopent-3-en-1-yl)carbamate